4,6-di-tert-butyl-resorcinol C(C)(C)(C)C1=C(C=C(O)C(=C1)C(C)(C)C)O